5-(6-chloroquinolin-2-yl)-1,3,4-oxadiazole ClC=1C=C2C=CC(=NC2=CC1)C1=NN=CO1